2,5-bis(4-nitrophenyl)-1,3,4-oxadiazole [N+](=O)([O-])C1=CC=C(C=C1)C=1OC(=NN1)C1=CC=C(C=C1)[N+](=O)[O-]